Cl.CC1=CC=C(N)C=C1 4-methyl-aniline hydrochloride